FC1=C(C(=CC=2NC=NC21)F)I 4,6-difluoro-5-iodo-1H-1,3-benzodiazole